N-(2-(4-(4-fluorobenzyl)piperidin-1-yl)ethyl)-N-(4-methylphenyl)propanamide FC1=CC=C(CC2CCN(CC2)CCN(C(CC)=O)C2=CC=C(C=C2)C)C=C1